C(C)(CC)C1=CC=CC=C1 s-butylbenzene